methyl 3-(2-chlorophenyl)-5-oxo-6,7-dihydro-4H-pyrazolo[1,5-a]pyridine-2-carboxylate ClC1=C(C=CC=C1)C=1C(=NN2C1CC(CC2)=O)C(=O)OC